FC=1C=C(C=CC1)C=1OC2=C(N1)C=C(C=C2)\N=C\C2=C(C(=CC(=C2)I)I)O (E)-2-(((2-(3-fluorophenyl)benzo[d]oxazol-5-yl)imino)methyl)-4,6-diiodophenol